ClC=1C=C(C=CC1Cl)S(=O)(=O)N1CC(C1)(CO)COC1=CC(=C(C#N)C=C1)F 4-((1-((3,4-dichlorophenyl)sulfonyl)-3-(hydroxymethyl)azetidin-3-yl)methoxy)-2-fluorobenzonitrile